2-methoxy-N-prop-2-ynyl-4-(trifluoromethyl)aniline COC1=C(NCC#C)C=CC(=C1)C(F)(F)F